N1(CCC=CC1)C=1C2=C(N=C(N1)S(=O)(=O)C)C(=C(N=C2C)C2=CC(=CC1=CC=C(C(=C21)C#C[Si](C(C)C)(C(C)C)C(C)C)F)OCOC)F 4-(3,6-dihydropyridin-1(2H)-yl)-8-fluoro-7-(7-fluoro-3-(Methoxymethoxy)-8-[(triisopropylsilyl)ethynyl]naphth-1-yl)-5-methyl-2-(methylsulfonyl)pyrido[4,3-d]Pyrimidine